3-benzyloxy-N-[[4-methoxy-6-(trifluoromethyl)-2-pyridyl]methyl]cyclobutenecarboxamide C(C1=CC=CC=C1)OC1C=C(C1)C(=O)NCC1=NC(=CC(=C1)OC)C(F)(F)F